BrC=1C=CC=2C=CC3=CC=C(C=C3C2C1)Br 3,6-dibromophenanthrene